C[C@@]1([C@@H](O[C@@H]([C@H]1O)CO)N1C=NC=2C(N)=NC=NC12)O 2'-methyladenosine